Cl.NCCS 2-aminoethane-1-thiol hydrochloride salt